3-(2-bromophenyl)thieno[3',2':4,5]benzo[1,2-d]isoxazole-4,8-dione BrC1=C(C=CC=C1)C1=NOC2=C1C(C1=C(C2=O)C=CS1)=O